CN1N=C(C(=C1C)C=C)C#N 1,5-dimethyl-4-vinyl-1H-pyrazole-3-carbonitrile